2-(cyclobutyl-(methyl)amino)-N-(6-(1,2-dimethyl-1H-imidazol-5-yl)isoquinolin-3-yl)acetamide C1(CCC1)N(CC(=O)NC=1N=CC2=CC=C(C=C2C1)C1=CN=C(N1C)C)C